COC=1C=C(OC2=CC(=CC(=C2)OC2=CC(=C(C=C2)N)OC)OC2=CC(=C(C=C2)N)OC)C=CC1N 1,3,5-tri(3-methoxy-4-aminophenoxy)benzene